BrC1=C(C=C(C=C1)C1=CC=2C(C=N1)=NN(C2)C)OCOC 5-(4-bromo-3-(methoxymethoxy)phenyl)-2-methyl-2H-pyrazolo[3,4-c]pyridine